D-2-hydroxyethyl acrylate C(C=C)(=O)OCCO